4-chloro-3-(hydroxymethyl)benzoic acid methyl ester COC(C1=CC(=C(C=C1)Cl)CO)=O